2-[6-(dibenzylamino)-5-nitropyridin-2-yl]acetic acid methyl ester COC(CC1=NC(=C(C=C1)[N+](=O)[O-])N(CC1=CC=CC=C1)CC1=CC=CC=C1)=O